5-fluoronaphthalene-2-ol hydrochloride Cl.FC1=C2C=CC(=CC2=CC=C1)O